N=C1SC=CN1CC1=C(C#N)C=CC=C1 2-((2-iminothiazol-3(2H)-yl)methyl)benzonitrile